3-[(2-hydroxyethyl)amino]propionic acid OCCNCCC(=O)O